BrC=1C(=NC=2N(C1N)N=CC2Cl)C(F)F.[N] nitrogen 6-bromo-3-chloro-5-(difluoromethyl)pyrazolo[1,5-a]pyrimidin-7-amine